2-(2-((S)-1-(2,3-Difluorobenzyl)-5-oxopyrrolidin-2-yl)acetamido)-N-ethyl-3-methylbutanamide FC1=C(CN2[C@@H](CCC2=O)CC(=O)NC(C(=O)NCC)C(C)C)C=CC=C1F